BrC=1C(=NC(=CC1)CC)C#N 3-bromo-6-ethylpyridinecarbonitrile